FC1=C2NC(C=3N(C2=C(C(=C1F)C1=C2C=NN(C2=CC(=C1)F)S(=O)(=O)C)C)C(=NN3)C)(C)C 6,7-Difluoro-8-(6-fluoro-1-methylsulfonyl-1H-indazol-4-yl)-1,4,4,9-tetramethyl-5H-[1,2,4]triazolo[4,3-a]quinoxaline